7-(8-Ethyl-2-methylimidazo[1,2-b]pyridazin-6-yl)-5-fluoro-3-(1-methylpiperidin-4-yl)cinnoline dihydrochloride Cl.Cl.C(C)C=1C=2N(N=C(C1)C1=CC(=C3C=C(N=NC3=C1)C1CCN(CC1)C)F)C=C(N2)C